CC1=CC(=NC=C1)C=1C=CC(=C(C1)C1=CC=C(C=C1)CN1C(=NC2(C1=O)CCCC2)CCC)C=2N=NNN2 3-((5'-(4-methylpyridin-2-yl)-2'-(2H-tetrazol-5-yl)-[1,1'-biphenyl]-4-yl)methyl)-2-propyl-1,3-diazaspiro[4.4]non-1-en-4-one